(+/-)-3-(2-((2R,6S)-6-(3-methylpyridin-2-yl)piperidin-2-yl)pyridin-3-yl)propionitrile CC=1C(=NC=CC1)[C@@H]1CCC[C@@H](N1)C1=NC=CC=C1CCC#N |r|